BrC1=CC=CC(=N1)NC1=NC(=CC=C1)Br bis(6-bromopyridin-2-yl)amine